(S)-4-bromo-5-(4-((1-(3-fluoropropyl) pyrrolidin-3-yl) oxy) phenyl)-7-methyl-2,3-dihydrobenzo[b]oxepin-8-yl pivalate C(C(C)(C)C)(=O)OC=1C(=CC2=C(OCCC(=C2C2=CC=C(C=C2)O[C@@H]2CN(CC2)CCCF)Br)C1)C